ClC=1C=C(C=C(C1)F)NC(NC1=C(C(=O)NCCC)C=CC(=C1)OC(F)(F)F)=O 2-[3-(3-chloro-5-fluorophenyl)ureido]-4-trifluoromethoxy-N-propylbenzamide